4-tert-butoxycarbonyl-2,3-dihydro-1H-quinoxaline-6-carboxylic acid C(C)(C)(C)OC(=O)N1CCNC2=CC=C(C=C12)C(=O)O